[Na+].C(CCCCCCCCCCCCCCCCC)(=O)O[C@H](CO)COP(=O)(O)OCC[N+](C)(C)C 2-stearoyl-sn-glycero-3-phosphocholine, sodium salt